C(C)N1CCC2(C[C@@H]2C(=O)N[C@@H](CCCCCC(CC)=O)C=2NC(=CN2)C=2C=C3C=CC=NC3=CC2)CC1 (S)-6-Ethyl-N-((S)-7-oxo-1-(5-(chinolin-6-yl)-1H-imidazol-2-yl)nonyl)-6-azaspiro[2.5]octan-1-carboxamid